ClC=1C=C(C=CC1C)C12CN(CC2C1)C(=O)C1CC2(C1)NC(OC2)=O (rac)-(2s,4s)-2-(1-(3-chloro-4-methylphenyl)-3-azabicyclo[3.1.0]hexane-3-carbonyl)-7-oxa-5-azaspiro[3.4]octan-6-one